BrC1=CC=C(C(=O)N/N=C/C2=CC(=CC=C2)OCC2=COC3=C(C2=O)C=CC=C3)C=C1 (E)-4-bromo-N'-(3-((4-oxo-4H-benzopyran-3-yl)methoxy)benzylidene)benzoyl-hydrazine